(S)-1-(5-((3-chloro-2-(1H-pyrazol-1-yl)pyridin-4-yl)thio)pyrazin-2-yl)-4'H,6'H-spiro[piperidine-4,5'-pyrrolo[1,2-b]pyrazol]-4'-amine (trifluoroacetate) FC(C(=O)O)(F)F.ClC=1C(=NC=CC1SC=1N=CC(=NC1)N1CCC2([C@@H](C=3N(N=CC3)C2)N)CC1)N1N=CC=C1